N-(2,6-dimethoxyphenyl)ethane-1-imine COC1=C(C(=CC=C1)OC)N=CC